3',4-dimethyl-tricyclo[6.2.1.0(2,7)]undec-4-ene-9-spiro-2'-oxirane CC1C2(O1)C1C3CC=C(CC3C(C2)C1)C